7-(2-(2,6-dioxopiperidin-3-yl)-6-fluoro-1,3-dioxoisoindolin-5-yl)-7-azaspiro[3.5]nonane-2-carbaldehyde O=C1NC(CCC1N1C(C2=CC(=C(C=C2C1=O)N1CCC2(CC(C2)C=O)CC1)F)=O)=O